2,4-Bis(4-formylphenyl)thieno[3,2-d]pyrimidine C(=O)C1=CC=C(C=C1)C=1N=C(C2=C(N1)C=CS2)C2=CC=C(C=C2)C=O